C(C)N1C(C2(C3=C1C=NC=1C=CC(=CC31)C=3C=CC(=NC3)OCCNC)CCC2)=O 5-(3'-Ethyl-2'-oxo-2',3'-dihydrospiro[cyclobutane-1,1'-pyrrolo[2,3-c]quinolin]-8'-yl)-2-(2-(methylamino)ethoxy)pyridin